ClC1=CC(=C(C=C1)C=1C=2C=CC(=NC2C(N(C1)C=1CCOC(C1)C=1C=NN(C1)C1CC1)=O)C)F 5-(4-chloro-2-fluoro-phenyl)-7-[6-(1-cyclopropylpyrazol-4-yl)-3,6-dihydro-2H-pyran-4-yl]-2-methyl-1,7-naphthyridin-8-one